(S)-1-methylpyrrolidin-3-yl (R)-1-(6-(5-(6-methylpyridin-2-yl)-1H-imidazol-4-yl)quinolin-3-yl)pyrrolidine-3-carboxylate CC1=CC=CC(=N1)C1=C(N=CN1)C=1C=C2C=C(C=NC2=CC1)N1C[C@@H](CC1)C(=O)O[C@@H]1CN(CC1)C